N-(5-chloro-2-iodophenyl)-3,3-dimethoxypropionamide ClC=1C=CC(=C(C1)NC(CC(OC)OC)=O)I